4-(7-chloro-3-methyl-2-oxo-2,3-dihydro-1H-benzo[d]imidazol-5-yl)-3-methyl-4-oxobutanoic acid ClC1=CC(=CC2=C1NC(N2C)=O)C(C(CC(=O)O)C)=O